BrC=1C(=NC=C(C(=O)NC=2SC3=C(N2)C=CC(=C3)C(=O)O)C1)OC 2-(5-bromo-6-methoxynicotinamido)benzo[d]thiazole-6-carboxylic acid